ClC1=NC=C(C=C1NS(=O)(=O)C)C=1C=C2C(=NC=NC2=CC1)NC(C)C1=CC=C(C=C1)F N-(2-chloro-5-(4-((1-(4-fluoro-phenyl)ethyl)-amino)quinazolin-6-yl)pyridin-3-yl)-methanesulfonamide